NC=1C(=C(C(=CC1)F)C=1C=CC=2N(C1)C=NC2C(=O)NC)F 6-(3-amino-2,6-difluorophenyl)-N-methylimidazo[1,5-a]pyridine-1-carboxamide